SCC(=O)OCC ethyl 2-mercaptoacetate